ClC1=C(C(=CC=C1)Cl)N1C(=NC2=CC(=C(C=C2C1=O)/C=C/C(=O)NO)F)C (E)-3-(3-(2,6-dichlorophenyl)-7-fluoro-2-methyl-4-oxo-3,4-dihydroquinazolin-6-yl)-N-hydroxyacrylamide